5-bromo-2-(methoxymethyl)-1-methyl-6-(trifluoromethyl)-1H-benzo[d]imidazol-4-amine BrC1=C(C2=C(N(C(=N2)COC)C)C=C1C(F)(F)F)N